C(#N)C1=CC=C(C(=N1)C1=NC(=NN1C)C1=CC=CC=C1)S(=O)(=O)NC 6-cyano-N-methyl-2-(1-methyl-3-phenyl-1H-1,2,4-triazol-5-yl)pyridine-3-sulfonamide